N-benzyl-N,N-dimethylhexadecylammonium tri(3-chlorophenyl)butylborate ClC=1C=C(C=CC1)C(CCCOB([O-])[O-])(C1=CC(=CC=C1)Cl)C1=CC(=CC=C1)Cl.C(C1=CC=CC=C1)[N+](C)(C)CCCCCCCCCCCCCCCC.C(C1=CC=CC=C1)[N+](C)(C)CCCCCCCCCCCCCCCC